1-(((3S)-1-((3-((methoxyacetyl)amino)-1-azetidinyl)sulfonyl)-3-piperidinyl)carbonyl)-N-(4-(trifluoromethyl)benzyl)-D-prolinamide COCC(=O)NC1CN(C1)S(=O)(=O)N1C[C@H](CCC1)C(=O)N1[C@H](CCC1)C(=O)NCC1=CC=C(C=C1)C(F)(F)F